1-(5-chloro-2-pyridinyl)piperazine tert-butyl-5-(2-methoxy-2-oxoethyl)-7-nitro-2-phenyl-1H-indole-1-carboxylate C(C)(C)(C)OC(=O)N1C(=CC2=CC(=CC(=C12)[N+](=O)[O-])CC(=O)OC)C1=CC=CC=C1.ClC=1C=CC(=NC1)N1CCNCC1